trans-4-((3-(2-Cyclopropyloxazol-4-yl)phenyl)((trans-4-(5-methoxy-6-methylpyridin-2-yl)cyclohexyl)methyl)carbamoyl)cyclohexane-carboxylic acid C1(CC1)C=1OC=C(N1)C=1C=C(C=CC1)N(C(=O)[C@@H]1CC[C@H](CC1)C(=O)O)C[C@@H]1CC[C@H](CC1)C1=NC(=C(C=C1)OC)C